FC=1C=C(C(=NC1)C1=NSC(=C1)C(=O)OCC)O ethyl 3-(5-fluoro-3-hydroxypyridin-2-yl)-1,2-thiazole-5-carboxylate